6-(2,4-Difluoro-3-methyl-phenyl)-1-[(4-methyl-3-pyridyl)methyl]pyrazolo[4,3-b]pyridine trifluoroacetate salt FC(C(=O)O)(F)F.FC1=C(C=CC(=C1C)F)C=1C=C2C(=NC1)C=NN2CC=2C=NC=CC2C